(3R)-3-amino-7-[5-(4,4-difluoro-1-piperidinyl)-1,3,4-oxadiazol-2-yl]-1,1-dioxo-5-[[4-[5-(trifluoromethyl)-1,2,4-oxadiazol-3-yl]phenyl]methyl]-2,3-dihydro-1λ6,5-benzothiazepine-4-One N[C@H]1CS(C2=C(N(C1=O)CC1=CC=C(C=C1)C1=NOC(=N1)C(F)(F)F)C=C(C=C2)C=2OC(=NN2)N2CCC(CC2)(F)F)(=O)=O